ClC=1C=CC2=C([C@](C(CCN2C(=O)OC(C)(C)C)(F)F)(COC([C@H](CC2=CC=CC=C2)NS(=O)(=O)C2=CC=CC3=CC=CC=C23)=O)O)C1 tert-butyl (5R)-7-chloro-4,4-difluoro-5-hydroxy-5-({[(2S)-2-(naphthalene-1-sulfonylamino)-3-phenylpropionyl] oxy} methyl)-2,3,4,5-tetrahydro-1H-1-benzazepin-1-carboxylate